ClC=1C=C(C=CC1)[C@@H](CNCCNC)NC(=O)C=1N=CN(C1)C1=NC(=NC=C1C)NC1CCOCC1 (S)-N-(1-(3-Chlorophenyl)-2-((2-(methylamino)ethyl)amino)ethyl)-1-(5-methyl-2-((tetra-hydro-2H-pyran-4-yl)amino)pyrimidin-4-yl)-1H-imidazol-4-carboxamid